OC=1CC(OC1C)=O 4-hydroxy-5-methyl-furanone